COC(CCOC1=NC(=NC(=N1)NCCC)NCCC)C 6-(3-methoxybutoxy)-N2,N4-dipropyl-1,3,5-triazine-2,4-diamine